N-(2-iodo-3-(2,2,2-trifluoroethyl)benzo[b]thiophen-7-yl)piperidin-4-amine IC1=C(C2=C(S1)C(=CC=C2)NC2CCNCC2)CC(F)(F)F